1-ethyl-ethane-1,2-diamine C(C)C(CN)N